BrC1=C(C=C(C=C1COC1OCCCC1)F)S(=O)(=O)N 2-bromo-5-fluoro-3-(((tetrahydro-2H-pyran-2-yl)oxy)methyl)benzenesulfonamide